NCC(=O)NC=1SC=C(N1)C1=CC(=CC=C1)C1=CC(=NC=C1)C(F)(F)F 2-amino-N-(4-(3-(2-(trifluoromethyl)pyridin-4-yl)phenyl)thiazol-2-yl)acetamide